C1(CC1)C=1C=C(C=2N(C1)C=C(N2)CN2C(C1=CC=CC=C1C2=O)=O)N2C(C(OCC2)C)=O 2-((6-cyclopropyl-8-(2-methyl-3-oxomorpholino)imidazo[1,2-a]pyridin-2-yl)methyl)isoindoline-1,3-dione